1-[4-(3-chloropropoxy)phenyl]-3-(dimethylamino)propan-1-ol ClCCCOC1=CC=C(C=C1)C(CCN(C)C)O